BrC1=C(C(=O)OCC)C=C(C=C1)Cl ethyl 2-bromo-5-chlorobenzoate